rac-(1R,5S)-3-tert-butoxycarbonyl-3-azabicyclo-[3.1.0]hexane-6-carboxylic acid C(C)(C)(C)OC(=O)N1C[C@H]2C([C@H]2C1)C(=O)O |r|